C(C)OC(C(C(C(=O)OCC)CC(C)(C)C)CC(C)(C)C)=O diethyl-2,3-dineopentylsuccinate